(Z)-9-dodecen-1-yl acetate ((Z)-9-dodecen-1-yl acetate) C(CCCCCCC\C=C/CC)CC(=O)O.C(C)(=O)OCCCCCCCC\C=C/CC